1-((3aR,5r,6aS)-5-benzyl-5-hydroxyhexa-hydrocyclopenta[c]pyrrol-2(1H)-yl)-3-(4-hydroxyphenyl)propan-2-one C(C1=CC=CC=C1)C1(C[C@@H]2[C@@H](CN(C2)CC(CC2=CC=C(C=C2)O)=O)C1)O